THIAZOL S1C=NC=C1